(o-tolyl)-1-phenyl-1-propanone C1(=C(C=CC=C1)C(C(=O)C1=CC=CC=C1)C)C